C(C)(C)(C)N(C(O)=O)C=1C(=NC(=CC1)C1=C(C(=NO1)C)N)C.CC1=NC(=C2NC=NC2=N1)NC1=C(C=CC=C1)Cl 2-methyl-6-(2-chloroanilino)purine tert-butyl-(6-(4-amino-3-methylisoxazol-5-yl)-2-methylpyridin-3-yl)carbamate